BrC=1C=C2C=NC(=NC2=C(C1)CC)NC1CCN(CC1)C(=O)OCCCC butyl 4-[(6-bromo-8-ethylquinazolin-2-yl)amino]piperidine-1-carboxylate